(R)-3-amino-1-[3-(trifluoromethyl)-5,6,7,8-tetrahydro-1,2,4-triazolo[4,3-a]pyrazin-7-yl]-4-(2,4,5-trifluorophenyl)butan-1-one N[C@@H](CC(=O)N1CC=2N(CC1)C(=NN2)C(F)(F)F)CC2=C(C=C(C(=C2)F)F)F